1-(chloromethyl)-5-cyclopropyl-2-ethoxy-4-(methylsulfonyl)benzene ClCC1=C(C=C(C(=C1)C1CC1)S(=O)(=O)C)OCC